C1N(CC12CCC2)C2CCC(CC2)NC=2C=1C=C(N(C1C=CC2)CC(F)(F)F)I N-[4-(2-azaspiro[3.3]heptan-2-yl)cyclohexyl]-2-iodo-1-(2,2,2-trifluoroethyl)indol-4-amine